ClC=1C=C(C=2C=CN(C2C1)COCC[Si](C)(C)C)NC1CCN(CC1)C 6-chloro-N-(1-methylpiperidin-4-yl)-1-{[2-(trimethylsilyl)-ethoxy]methyl}-1H-indol-4-amine